CN(C)\C=C/1\C([C@@H](C(CC1=O)C)C(=O)O[C@H]1[C@@H](CC[C@H](C1)C)C(C)C)=O (1R,2S,5R)-2-isopropyl-5-methylcyclohexyl (1R,2S,E)-3-((dimethylamino)methylene)-6-methyl-2,4-dioxocyclohexane-1-carboxylate